5-chloro-7-ethyl-N-{4-fluoro-2-[3-methoxy-4-(methylamino)pyrrolidin-1-yl]-5,6,7,8-tetrahydroquinolin-6-yl}-7H-pyrrolo[2,3-c]pyridazine-3-carboxamide ClC1=CN(C=2N=NC(=CC21)C(=O)NC2CC=1C(=CC(=NC1CC2)N2CC(C(C2)NC)OC)F)CC